C(C)C1C(CC2CCC(CC2C1CCCC)C(=O)O)C(=O)O 3-ethyl-4-butyl-2,6-decalindicarboxylic acid